C1(CCCC1)NC1=CC(=C2C(NC(=NC2=C1)CSC1CCN(CC1)CC(=O)NCCCCCCC(=O)O)=O)F 7-[[2-[4-[[7-(cyclopentylamino)-5-fluoro-4-oxo-3H-quinazolin-2-yl]methylsulfanyl]-1-piperidinyl]acetyl]amino]heptanoic acid